C(CC=C)N([C@H](C(=O)N(CC(=O)OC(C)(C)C)C)CC1=CC=C(C=C1)C(F)(F)F)C(=O)OCC1C2=CC=CC=C2C=2C=CC=CC12 tert-butyl 2-[[(2S)-2-[but-3-enyl (9H-fluoren-9-ylmethoxycarbonyl)amino]-3-[4-(trifluoromethyl)phenyl]propanoyl]-methyl-amino]acetate